(15S)-15-{4-[5-chloro-2-(4-chloro-1H-1,2,3-triazol-1-yl)phenyl]-6-oxo-1,6-dihydropyrimidin-1-yl}-2,5,9-triazatricyclo[14.3.1.02,7]icosa-1(20),16,18-triene-4,8-dione ClC=1C=CC(=C(C1)C=1N=CN(C(C1)=O)[C@H]1CCCCCNC(C2CNC(CN2C=2C=CC=C1C2)=O)=O)N2N=NC(=C2)Cl